C(C=C)(=O)N1C(CN(CC1)C1=NC(=NC=2CC(CCC12)N1CCCC2=CC=CC=C12)NC1CCN(CC1)CCOC)CC#N 2-(1-acryloyl-4-(7-(3,4-dihydroquinolin-1(2H)-yl)-2-((1-(2-methoxyethyl)piperidin-4-yl)amino)-5,6,7,8-tetrahydroquinazolin-4-yl)piperazin-2-yl)acetonitrile